(4R,5R)-4-(5-fluoro-2-((5-fluoro-3-pyridinyl)ethynyl)-4-pyridinyl)-5-(4-fluorophenyl)-1,3-oxazolidin-2-one FC=1C(=CC(=NC1)C#CC=1C=NC=C(C1)F)[C@H]1NC(O[C@@H]1C1=CC=C(C=C1)F)=O